2-(1-((2R,3R,4S,5S,6R)-3,4,5-trihydroxy-6-(hydroxymethyl)tetrahydro-2H-pyran-2-yl)-5-chloro-1H-indol-3-yl)acetic acid O[C@H]1[C@@H](O[C@@H]([C@H]([C@@H]1O)O)CO)N1C=C(C2=CC(=CC=C12)Cl)CC(=O)O